(((2S,3R)-4-acetoxy-2-ethyl-3-((1-methyl-1H-imidazol-5-yl)methyl)butanoyl)oxy)methyl 2-((5-bromoquinoxalin-6-yl)amino)-4,5-dihydro-1H-imidazole-1-carboxylate BrC1=C2N=CC=NC2=CC=C1NC=1N(CCN1)C(=O)OCOC([C@H]([C@H](COC(C)=O)CC1=CN=CN1C)CC)=O